CC1(OI(C2=C1C=CC=C2)C(C(C(C(C(C(C(C(F)(F)F)(F)F)(F)F)(F)F)(F)F)(F)F)(F)F)(F)F)C 3,3-Dimethyl-1-(perfluorooctyl)-1,3-dihydro-1λ3-benzo[d][1,2]iodaoxole